BrC=1C2=CN(N=C2C(=C(C1)F)N)CC1=CC=C(C=C1)OC 4-bromo-6-fluoro-2-[(4-methoxyphenyl)methyl]indazol-7-amine